N-(tert-butyl)-3-((2-((4-(4-((3-(2,6-dioxopiperidin-3-yl)benzyl)(methyl)amino)piperidin-1-yl)phenyl)amino)-5-methylpyrimidin-4-yl)amino)benzenesulfonamide C(C)(C)(C)NS(=O)(=O)C1=CC(=CC=C1)NC1=NC(=NC=C1C)NC1=CC=C(C=C1)N1CCC(CC1)N(C)CC1=CC(=CC=C1)C1C(NC(CC1)=O)=O